Cl.NC=1N=NNC1 4-amino-1,2,3-triazole hydrochloride